4-(7-chloro-4-hydroxypyrido[2,3-d]pyrimidin-6-yl)tetrahydro-2H-thiopyran 1,1-dioxide ClC=1C(=CC2=C(N=CN=C2O)N1)C1CCS(CC1)(=O)=O